N-(4-(4-fluoro-2-methyl-5-(3-(2-(1-methylcyclopropyl)ethyl)ureido)phenyl)-[2,4'-bipyridin]-2'-yl)acetamide FC1=CC(=C(C=C1NC(=O)NCCC1(CC1)C)C1=CC(=NC=C1)C1=CC(=NC=C1)NC(C)=O)C